cyclopentyl-methyl-amine C1(CCCC1)NC